CS(=O)(=O)C=1C2=C(C(NC1)=O)N(C(=C2)C=O)COCC[Si](C)(C)C 4-methylsulfonyl-7-oxo-1-(2-trimethylsilylethoxymethyl)-6H-pyrrolo[2,3-c]pyridine-2-carbaldehyde